(1-(2-chloro-4-fluorophenyl)-1H-1,2,3-triazol-4-yl)(piperidin-1-yl)methanone ClC1=C(C=CC(=C1)F)N1N=NC(=C1)C(=O)N1CCCCC1